6-(4-chlorophenyl)-N-[(1R)-1-cyclopropyl-2-hydroxyethyl]-3-oxo-2-(pyridin-3-yl)-2,3-dihydropyridazine-4-carboxamide ClC1=CC=C(C=C1)C=1C=C(C(N(N1)C=1C=NC=CC1)=O)C(=O)N[C@@H](CO)C1CC1